4-Bromo-6,7-difluoroisoquinoline BrC1=CN=CC2=CC(=C(C=C12)F)F